(2S,4r,6S)-6-(4-(6-cyano-2,6-diazaspiro[3.3]heptane-2-carbonyl)phenyl)-7-((5-cyclopropyl-7-methyl-1H-indol-4-yl)methyl)-7-azaspiro[3.5]nonane-2-carbonitrile C(#N)N1CC2(CN(C2)C(=O)C2=CC=C(C=C2)[C@@H]2CC3(CC(C3)C#N)CCN2CC2=C3C=CNC3=C(C=C2C2CC2)C)C1